FC1=CC=C(C=C1)N(C(=O)C1(CC1)C(=O)N)C1=CC=C(C=C1)OC1=CC=NC2=CC(=C(C=C12)C)C=O N-(4-Fluorophenyl)-N-(4-((7-formyl-6-methylquinolin-4-yl)oxy)phenyl)cyclopropane-1,1-dicarboxamide